CC1(C(=C(C(=C1C)C)C)C)C dimethyl-tetramethyl-cyclopentadiene